O=C1NC(CC[C@@H]1N1C(C2=CC3=C(C=C2C1=O)CNCCO3)=O)=O (S)-8-(2,6-Dioxopiperidin-3-yl)-2,3,4,5-tetrahydro-7H-[1,4]oxazepino[6,7-f]isoindole-7,9(8H)-dione